SCC(C)=O 1-mercapto-2-propanone